FC(CNC(=O)C1=CN=C2N1C=C(C=C2)C2=CNC1=NC=C(C=C12)N1CCN(CC1)C)F N-(2,2-difluoroethyl)-6-(5-(4-methylpiperazin-1-yl)-1H-pyrrolo[2,3-b]pyridin-3-yl)imidazo[1,2-a]pyridine-3-carboxamide